ClC=1C=C(C=CC1)S(=O)(=O)N1CC2(CC2C1)C#CC1=NC=CC=C1 3-((3-chlorophenyl)sulfonyl)-1-(pyridin-2-ylethynyl)-3-azabicyclo[3.1.0]hexane